tert-butyl 4-(4,4,5,5-tetramethyl-1,3,2-dioxaborolan-2-yl)-2,3,6,7-tetrahydro-azepine-1-carboxylate CC1(OB(OC1(C)C)C=1CCN(CCC1)C(=O)OC(C)(C)C)C